tert-butyl ((1r,3r)-3-hydroxycyclobutyl methyl)carbamate OC1CC(C1)CNC(OC(C)(C)C)=O